N,N'-(Naphthalene-1,4-diyl)bis(4-bromonaphthalene-1-sulfonamide) C1(=CC=C(C2=CC=CC=C12)NS(=O)(=O)C1=CC=C(C2=CC=CC=C12)Br)NS(=O)(=O)C1=CC=C(C2=CC=CC=C12)Br